2-(4-(oxetan-3-yl)-3-(trifluoromethyl)phenyl)-1,3,4-oxadiazole O1CC(C1)C1=C(C=C(C=C1)C=1OC=NN1)C(F)(F)F